FC(OC1=CC(=C(C=N1)OCC(C#N)(C)C)C1=CC=2N(C=C1)N=C(C2)NC2=NC(=NC=C2)C)F 3-[[6-(difluoromethoxy)-4-[2-[(2-methylpyrimidin-4-yl)amino]pyrazolo[1,5-a]pyridin-5-yl]-3-pyridyl]oxy]-2,2-dimethyl-propanenitrile